tricyclo[3.3.1.13,7]dec-1-ylmethyl cyanoacetate C(#N)CC(=O)OCC12CC3CC(CC(C1)C3)C2